N(C1=CC=CC=C1)C1=C(NC2=C1C(N(CC2C)C)=O)C2=CC(=NC=C2)NC(C(CC(F)F)C2=CC=C(C=C2)F)=O N-{4-[3-Anilino-5,7-dimethyl-4-oxo-4,5,6,7-tetrahydro-1H-pyrrolo[3,2-c]pyridin-2-yl]pyridin-2-yl}-4,4-difluoro-2-(4-fluorophenyl)butanamid